C1(=CC(=CC=C1)C1=C(N=CO1)C(=O)O)C 5-(m-tolyl)oxazole-4-carboxylic acid